2-(benzo[d][1,3]dioxol-5-yl)ethan-1-amine O1COC2=C1C=CC(=C2)CCN